butanediol bis(dithioglycolate) C(CO)(=S)OC(CCC)OC(CO)=S